(E)-6-(2-(2-aminothiazol-4-yl)vinyl)piperidin-2-one dimethyl-4,4-difluoroheptanedioate COC(CCC(CCC(=O)OC)(F)F)=O.NC=1SC=C(N1)/C=C/C1CCCC(N1)=O